CC(CN=C=O)CCCN=C=O 2-methyl-1,5-pentylene diisocyanate